C1(CC1)C1=CC=C(C=C1)C=1C=C(C(=NC1)C=1C=C2C(=NC1)N(C(=N2)C(F)(F)F)C)S(=O)(=O)CC 5-(4-cyclopropylphenyl)-3-(ethanesulfonyl)-2-[3-methyl-2-(trifluoromethyl)imidazo[4,5-b]pyridin-6-yl]pyridine